(+/-)-trans-tert-Butyl 4-(4-Bromophenyl)-3-(hydroxymethyl)-piperidine-1-carboxylate BrC1=CC=C(C=C1)[C@H]1[C@@H](CN(CC1)C(=O)OC(C)(C)C)CO |r|